spiro[indoline-3,4'-piperidine]-4-Carboxylic acid methyl ester COC(=O)C=1C2=C(C=CC1)NCC21CCNCC1